3-((2S)-2-hydroxy-3-(8-(4'-(5-methyl-1,2,4-oxadiazol-3-yl)biphenyl-3-ylsulfonyl)-1-oxa-8-azaspiro[4.5]decan-3-ylamino)propoxy)-N-methylbenzenesulfonamide O[C@H](COC=1C=C(C=CC1)S(=O)(=O)NC)CNC1COC2(C1)CCN(CC2)S(=O)(=O)C=2C=C(C=CC2)C2=CC=C(C=C2)C2=NOC(=N2)C